ClC1=C(C(=CC=2C3=C(C(=NC12)C1CCNCC1)CN([C@H]3C)C(CO)=O)OC)Cl (S)-1-(6,7-dichloro-8-methoxy-1-methyl-4-(piperidin-4-yl)-1,3-dihydro-2H-pyrrolo[3,4-c]quinolin-2-yl)-2-hydroxyethan-1-one